tris(Dimethylphenylsiloxymethylbenzene) phosphite P(O)(O)O.C[Si](OCC1=CC=CC=C1)(C1=CC=CC=C1)C.C[Si](OCC1=CC=CC=C1)(C1=CC=CC=C1)C.C[Si](OCC1=CC=CC=C1)(C1=CC=CC=C1)C